C(C)N1C[C@@H](CCC1)NC=1C(N(C(=NN1)C1=C(C=C(C=C1C)C(F)(F)F)O)C)=O 6-[[(3R)-1-ethyl-3-piperidinyl]amino]-3-[2-hydroxy-6-methyl-4-(trifluoromethyl)phenyl]-4-methyl-1,2,4-triazin-5-one